tripropyL-1,3,5,2lambda5,4lambda5,6lambda5-trioxatriphosphinane-2,4,6-trione C(CC)P1(OP(OP(O1)(=O)CCC)(=O)CCC)=O